1-isobutyl-N-(6-(1-methyl-1H-pyrazol-4-yl)isoquinolin-3-yl)pyrrolidine-3-carboxamide C(C(C)C)N1CC(CC1)C(=O)NC=1N=CC2=CC=C(C=C2C1)C=1C=NN(C1)C